Cl[Si]([Si](C)(Cl)Cl)(Cl)Cl pentachloro(methyl)disilane